C(#N)C1=CC=CC=C1N1NN=CC=N1 3-(6-cyano-phenyl)tetrazine